C1(=CC=CC=C1)C1=CC=C(C=C1)C(C(=O)O)C(=O)O 4'-biphenyl-methanedicarboxylic acid